CC1=NC(=CC(=N1)NC1=NC=C(C(=O)NOCC)C(=C1)NC1=C(C(=CC=C1)C1=NC=C(N=C1)C(C)C)OC)C 6-((2,6-Dimethylpyrimidin-4-yl)amino)-N-ethoxy-4-((3-(5-isopropylpyrazin-2-yl)-2-methoxyphenyl)amino)nicotinamide